O=C1C(O)=C([O-])[C@H](O1)[C@@H](O)CO.[Tl+] thallium ascorbate